Lutetium Fluorine trans-3-((3,4,5-trifluorobenzyl)oxy)cyclobutane-1-amine hydrochloride Cl.FC=1C=C(CO[C@@H]2C[C@H](C2)N)C=C(C1F)F.[F].[Lu]